FC1=NC=CC=C1C1=NN(C=C1)CC1=C(C=2C(N=C1C)=NON2)N 6-{[3-(2-Fluoropyridin-3-yl)-1H-pyrazol-1-yl]methyl}-5-methyl-[1,2,5]oxadiazolo[3,4-b]pyridin-7-amine